FC=1C=NC(=NC1)C=1C=C(C=CC1CO)NC(=O)N1C2CC(CC1C2)C cis-N-(3-(5-fluoropyrimidin-2-yl)-4-(hydroxymethyl)phenyl)-3-methyl-6-azabicyclo[3.1.1]heptane-6-carboxamide